2-(tert-butoxycarbonyl(2-(3-carbamoyl-1H-1,2,4-triazol-1-yl)ethyl)amino)ethyl benzoate C(C1=CC=CC=C1)(=O)OCCN(CCN1N=C(N=C1)C(N)=O)C(=O)OC(C)(C)C